2-(2-methyl-3-thioxo-6-(2,3,6-trifluorophenyl)-2,5,6,7-tetrahydro-3H-pyrrolo[1,2-c]imidazol-1-yl)ethan-1-one CN1C(N2C(=C1CC=O)CC(C2)C2=C(C(=CC=C2F)F)F)=S